N1C=NC2=C1C=C(C=C2)N2CNCC=C2 1-(1H-Benzo[d]imidazol-6-yl)dihydropyrimidine